C1N(C=CC2=CC=CC=C12)C(=O)O.BrC1=C(C=C(C(=C1Br)O)O)CC1=C(C(=C(C(=C1)O)O)Br)Br bis-(2,3-dibromo-4,5-dihydroxyphenyl)methane Z-isoquinoline-2-carboxylate